C(C)(C)OC(CCCCC(CCCl)Cl)=O 6,8-dichlorooctanoic acid isopropyl ester